S1C=CC2=C1NC(=C2)CO (6H-thieno[2,3-b]pyrrol-5-yl)methanol